C1(CC1)C=1NC(=NN1)C1CC2(CN(C2)C(=O)N2CC3(CN(C3)S(=O)(=O)C3=CC(=C(C=C3)F)C(F)(F)F)C2)C1 [6-(5-cyclopropyl-4H-1,2,4-triazol-3-yl)-2-azaspiro[3.3]heptan-2-yl]-[2-[4-fluoro-3-(trifluoromethyl)phenyl]sulfonyl-2,6-diazaspiro[3.3]heptan-6-yl]methanone